N1-(1-(2-fluoroethyl)azetidin-3-yl)-N4-(8-(2-fluorophenyl)quinazolin-2-yl)benzene-1,4-diamine FCCN1CC(C1)NC1=CC=C(C=C1)NC1=NC2=C(C=CC=C2C=N1)C1=C(C=CC=C1)F